1-(3-(difluoromethoxy)phenyl)ethan-1-one FC(OC=1C=C(C=CC1)C(C)=O)F